CC(C[C@H]1[C@@H](C[C@H]2N(CCC3=CC(=C(C=C23)OC)OCC(=C)C)C1)O)(C)C (2R,3R,11bR)-3-(2,2-dimethylpropyl)-10-methoxy-9-[(2-methylpropan-2-en-1-yl)oxy]-1H,2H,3H,4H,6H,7H,11bH-pyrido[2,1-a]isoquinolin-2-ol